1-(2-iodo-1-(2,2,2-trifluoroethyl)-1H-indol-4-yl)-3-(1-(2-methoxyethyl)piperidin-4-yl)urea IC=1N(C2=CC=CC(=C2C1)NC(=O)NC1CCN(CC1)CCOC)CC(F)(F)F